ClC1=CC(=C(C=N1)C1=CC=CC=N1)OC=1N(N=C(C1)C1=CC=CC=C1)C 6-[6-chloro-4-(2-methyl-5-phenylpyrazol-3-yl)oxypyridin-3-yl]Pyridine